3-Methyl-N-(4-methyl-1,1-dioxidotetrahydro-2H-thiopyran-4-yl)-5-((3-(2,2,2-trifluoroethoxy)pyridin-2-yl)oxy)pyrazolo[1,5-a]pyridine-2-carboxamide CC=1C(=NN2C1C=C(C=C2)OC2=NC=CC=C2OCC(F)(F)F)C(=O)NC2(CCS(CC2)(=O)=O)C